BrC=1C=C(C=2CCN(CC2C1)C)C(=O)OC methyl 7-bromo-2-methyl-1,2,3,4-tetrahydroisoquinoline-5-carboxylate